2-[6-(1,1-Difluoroethyl)pyridin-3-yl]-5-[({1-[2-fluoro-4-(trifluoromethoxy)phenyl]cyclopropyl}carbonyl)amino]benzoic acid FC(C)(F)C1=CC=C(C=N1)C1=C(C(=O)O)C=C(C=C1)NC(=O)C1(CC1)C1=C(C=C(C=C1)OC(F)(F)F)F